pentakis(trimethylsiloxy)niobium C[Si](O[Nb](O[Si](C)(C)C)(O[Si](C)(C)C)(O[Si](C)(C)C)O[Si](C)(C)C)(C)C